2-(3-(2-Aminoethyl)-1H-indol-1-yl)-N-(naphthalen-2-yl)-7,8-dihydro-5H-pyrano[4,3-d]pyrimidin-4-amine NCCC1=CN(C2=CC=CC=C12)C=1N=C(C2=C(N1)CCOC2)NC2=CC1=CC=CC=C1C=C2